O[C@@H]1[C@@H](CS(C1)(=O)=N)NC(=O)C=1C(N(N=C(C1)C1=CC=C(C=C1)C(F)(F)F)C=1C=NN(C1)C)=O N-[(cis)-4-hydroxy-1-imino-1-oxidotetrahydro-1H-1λ6-thiophen-3-yl]-2-(1-methyl-1H-pyrazol-4-yl)-3-oxo-6-[4-(trifluoromethyl)phenyl]-2,3-dihydropyridazine-4-carboxamide